(E)-3-(4-((2-(2,6-dimethylbenzoyl)-6-fluorobenzo[b]thiophen-3-yl)oxy)phenyl)acrylic acid CC1=C(C(=O)C2=C(C3=C(S2)C=C(C=C3)F)OC3=CC=C(C=C3)/C=C/C(=O)O)C(=CC=C1)C